sodium (S)-3-(3-(1,6-dimethyl-4-oxido-2-oxo-1,2-dihydropyridin-3-yl)ureido)-3-(2',4',5-trifluoro biphenyl-3-yl)propanoate CN1C(C(=C(C=C1C)[O-])NC(N[C@@H](CC(=O)[O-])C=1C=C(C=C(C1)F)C1=C(C=C(C=C1)F)F)=O)=O.[Na+].[Na+]